(R)-7-(5-chloro-2-((2-hydroxy-2-methylpropyl)amino)pyridine-4-yl)-2-(5-fluoro-2-(hydroxymethyl)benzyl)-3-(methoxymethyl)-3,4-dihydropyrrolo[1,2-a]pyrazine-1(2H)-one ClC=1C(=CC(=NC1)NCC(C)(C)O)C=1C=C2N(C[C@@H](N(C2=O)CC2=C(C=CC(=C2)F)CO)COC)C1